C(=O)(OCC1=CC=CC=C1)NCCO N-CBZ-ethanolamine